ClC1=C(C=CC=C1)[C@H]1[C@@](OC1)(C1=C(C=C(C=C1)F)F)CN1N=CNC1=S |o1:7,8| 2-{[rel-(2R,3R)-3-(2-chlorophenyl)-2-(2,4-difluorophenyl)oxetan-2-yl]methyl}-2,4-dihydro-3H-1,2,4-triazol-3-thione